tert-butyl N-[[(S)-1-(cyclopropanecarbonyl)pyrrolidin-2-yl]methyl]carbamate C1(CC1)C(=O)N1[C@@H](CCC1)CNC(OC(C)(C)C)=O